1-(Dimethoxysilyl)-2-(dimethoxy(methyl)silyl)ethane CO[SiH](CC[Si](C)(OC)OC)OC